2-(butylamino)-4-((trans-4-hydroxycyclohexyl)amino)pyrimidine-5-carboxylic acid C(CCC)NC1=NC=C(C(=N1)N[C@@H]1CC[C@H](CC1)O)C(=O)O